C(C)O[Si](CCCN(C(C1=CC=C(C=C1)N=[N+]=[N-])=O)CCC[Si](OCC)(OCC)OCC)(OCC)OCC N,N-bis(3-triethoxysilylpropyl)4-azidobenzamide